1-phenyl-5-(4-hydroxyphenyl)-1,4-pentadiene-3-one C1(=CC=CC=C1)C=CC(C=CC1=CC=C(C=C1)O)=O